OCCCOC1=CC=C(OC2C(NC(CC2)=O)=O)C=C1 3-(4-(3-hydroxypropoxy)phenoxy)piperidine-2,6-dione